OC1CC[C@H](N1C(=O)OCC1=CC=CC=C1)C(=O)OC 1-Benzyl 2-methyl (2S)-5-hydroxypyrrolidine-1,2-dicarboxylate